NC=1C=2O[C@@H](C3=CC(=CC=C3N3N=C(C=C3CC=3N(N=C(C3C(=CN1)C2)C#N)C)C)F)C (19R)-22-amino-16-fluoro-5,10,19-trimethyl-20-oxa-4,5,11,12,23-pentaazapentacyclo[19.3.1.02,6.08,12.013,18]pentacosa-1(24),2(6),3,8,10,13,15,17,21(25),22-decaene-3-carbonitrile